N-(6-(1-(2-hydroxyethyl)piperidin-4-yl)-2,2-dimethyl-2,3-dihydrobenzofuran-5-yl)pyrazolo[1,5-a]pyrimidine-3-carboxamide OCCN1CCC(CC1)C1=CC2=C(CC(O2)(C)C)C=C1NC(=O)C=1C=NN2C1N=CC=C2